N1N=NN=C1C1=CC=CC(=N1)C(C(C)S(=O)(=O)N)O 1-(6-(1H-tetrazol-5-yl)pyridin-2-yl)-1-hydroxypropane-2-sulfonamide